CNC(NC=1C=C2CC[C@@]3(C(N(C(O3)=O)CC(=O)O)=O)C2=CC1)=O (S)-2-(5-(3-methylureido)-2',4'-dioxo-2,3-dihydrospiro[indene-1,5'-oxazolidine]-3'-yl)acetic acid